NC1=C(C(=O)O)C=C(C(=C1Cl)C)Br 2-amino-5-bromo-3-chloro-4-methyl-benzoic acid